C(C)(C)(C)OC(=O)N1[C@H]2C[C@H]2C[C@H]1C(=O)O (1S,3S,5S)-2-(tert-butoxycarbonyl)-2-azabicyclo[3.1.0]hexane-3-carboxylic acid